NC1=C(C=C(C=N1)NC(C(=O)N1[C@H](CC[C@@H](C1)C)C=1C=C2C=NNC2=CC1)=O)C N-(6-amino-5-methyl-3-pyridyl)-2-[(2R,5S)-2-(1H-indazol-5-yl)-5-methyl-1-piperidyl]-2-oxo-acetamide